tert-butyl N-[(1S)-1-[(2S,4R)-4-hydroxy-2-[[(1S)-1-[4-(4-methylthiazol-5-yl)phenyl]ethyl]carbamoyl]pyrrolidine-1-carbonyl]-2,2-dimethyl-propyl]carbamate O[C@@H]1C[C@H](N(C1)C(=O)[C@H](C(C)(C)C)NC(OC(C)(C)C)=O)C(N[C@@H](C)C1=CC=C(C=C1)C1=C(N=CS1)C)=O